8-bromo-3-({6-methylimidazo[1,2-a]pyridin-2-yl}methyl)-3H,4H-pyrido[4,3-d]pyrimidin-4-one BrC1=CN=CC2=C1N=CN(C2=O)CC=2N=C1N(C=C(C=C1)C)C2